O=C1NC(C=2C(=NC=3C(NC(N(C3N2)CC(=O)OCC)=O)=O)N1CC(=O)OCC)=O diethyl 2,2'-(2,4,7,9-tetraoxo-2,3,4,7,8,9-hexahydropyrimido[4,5-g]pteridine-1,6-diyl)diacetate